FC=1C=CC2=C(N=C(S2)N)C1 5-Fluorobenzo[d]thiazol-2-amin